ClC=1C=C(C=CC1F)C1=NC2=CC=C(C=C2C(=C1)C(=O)O)F (3-chloro-4-fluorophenyl)-6-fluoro-quinoline-4-carboxylic acid